(S)-1-(6-chloropyridin-3-yl)-3-(4-(2-fluorophenyl)-2-(3-fluoropyrrolidin-1-yl)pyridin-3-yl)imidazolidin-2-one ClC1=CC=C(C=N1)N1C(N(CC1)C=1C(=NC=CC1C1=C(C=CC=C1)F)N1C[C@H](CC1)F)=O